N-(4-((1-isopropyl-1H-[1,2,3]triazolo[4,5-h]quinazolin-8-yl)amino)cyclohexyl)methanesulfonamide C(C)(C)N1N=NC=2C=CC=3C=NC(=NC3C21)NC2CCC(CC2)NS(=O)(=O)C